BrC=1C=C(C(=CC1)NCC1CCC1)N 4-Bromo-N-(cyclobutylmethyl)benzene-1,2-diamine